7-amino-3-isobutyl-2-methyl-5-(methylsulfonyl)pyrazolo[1,5-a]pyrimidine-6-carbonitrile NC1=C(C(=NC=2N1N=C(C2CC(C)C)C)S(=O)(=O)C)C#N